O=C1N(CC2=CC(=CC=C12)O[C@H]1[C@@H](CCCC1)N1CC(C1)C1=CC=CC=C1)[C@@H]1C(NC(CC1)=O)=O (S)-3-(1-oxo-5-(((1R,2R)-2-(3-phenylazetidin-1-yl)cyclohexyl)oxy)isoindolin-2-yl)piperidine-2,6-dione